FC(C=1C=C2C=CC=NC2=CC1)(C1=NN=C2N1N=C(C=C2)C=2C=NN(C2)C)F 6-(difluoro(6-(1-methyl-1H-pyrazol-4-yl)-[1,2,4]triazolo[4,3-b]pyridazin-3-yl)methyl)quinoline